adenosine-3'-O-phosphoramidite P(O)(N)O[C@H]1[C@H]([C@@H](O[C@@H]1CO)N1C=NC=2C(N)=NC=NC12)O